(S)-3-amino-4-methoxy-4-oxobutanoic acid hydrochloride Cl.N[C@@H](CC(=O)O)C(=O)OC